C(C)(=O)C1=C(C2=C(N=C(N=C2)NC2=CC=C(C=N2)N2CCN(CC2)C(CC(=O)NC2=C(C(=O)NC=3SC(=C(N3)C)C)C=CC=C2)=O)N(C1=O)C1CCCC1)C (3-(4-(6-((6-acetyl-8-cyclopentyl-5-methyl-7-oxo-7,8-dihydropyrido[2,3-d]pyrimidin-2-yl)amino)pyridin-3-yl)-piperazin-1-yl)-3-oxopropionylamino)-N-(4,5-dimethylthiazol-2-yl)benzamide